(4Z)-2-[(3-hydroxy-1-adamantyl)amino]-4-[(2-methyl-1,3-benzothiazol-6-yl)methylene]-1H-imidazol-5-one OC12CC3(CC(CC(C1)C3)C2)NC=2NC(/C(/N2)=C/C2=CC3=C(N=C(S3)C)C=C2)=O